Nalpha-methyl-O-t-butyl-L-serine CN[C@@H](COC(C)(C)C)C(=O)O